C1(CC1)N1C(=O)N(C=2N=CNC2C1=O)C1CC1 1,3-dicyclopropyl-xanthine